CC(C(=O)OCCCCCCCCCCCOC1=CC(=C(C=C1)C1=NC(=NC(=N1)C1=C(C=C(C=C1)OCCCCCCCCCCCOC(C(=C)C)=O)O)C1=C(C=C(C=C1)OCCCCCCCCCCCOC(C(=C)C)=O)O)O)=C (((1,3,5-triazine-2,4,6-triyl)tris(3-hydroxybenzene-4,1-diyl))tris(oxy))tris(undecane-11,1-diyl) tris(2-methylacrylate)